CN1CCN(CC1)C1=C(C=C(N)C=C1)C(F)(F)F 4-(4-methylpiperazin-1-yl)-3-trifluoromethylaniline